(1R)-N-(7-fluoro-6-(1-((3R,4R)-4-hydroxy-3-methyltetrahydrofuran-3-yl)piperidin-4-yl)isoquinolin-3-yl)-6-oxaspiro[2.5]octane-1-carboxamide FC1=C(C=C2C=C(N=CC2=C1)NC(=O)[C@@H]1CC12CCOCC2)C2CCN(CC2)[C@@]2(COC[C@@H]2O)C